FC1(NCCCC1)F (S)-2,2-Difluoro-tetrahydro-1H-Pyridin